C(C)(C)(C)OC(N[C@@H]1CN([C@@H](C1)C1(CC1)O)C1=C(C=CC(=C1)C=1C=NC=CC1C#N)[N+](=O)[O-])=O (3S,5S)-1-(5-(4-cyanopyridin-3-yl)-2-nitrophenyl)-5-(1-hydroxycyclopropyl)pyrrolidin-3-ylcarbamic acid tert-butyl ester